C(C1=CC=CC=C1)N1N=CC(=C(C1=O)F)C1=C(C=CC(=C1)Cl)N1N=NC(=C1)C(F)(F)F 2-benzyl-5-(5-chloro-2-(4-(trifluoromethyl)-1H-1,2,3-triazol-1-yl)phenyl)-4-fluoropyridazin-3(2H)-one